COC(=O)C1=NN(C=C1)COCC[Si](C)(C)C ((2-(trimethylsilyl)ethoxy)methyl)-1H-pyrazole-3-carboxylic acid methyl ester